Cl[Zn]C1=C(C=C(C=C1)Cl)F chloro-(4-chloro-2-fluoro-phenyl)zinc